C(C)N1C(N(C(C2=CC(=CC=C12)S(=O)(=O)N[C@H]1[C@@H](CC1)CO)=O)CC)=O 1,3-diethyl-N-((1R,2R)-2-(hydroxymethyl)cyclobutyl)-2,4-dioxo-1,2,3,4-tetrahydroquinazoline-6-sulfonamide